tert-butyl ((1-(4-(trifluoromethyl)benzyl)-1H-indol-2-yl)methyl)carbamate FC(C1=CC=C(CN2C(=CC3=CC=CC=C23)CNC(OC(C)(C)C)=O)C=C1)(F)F